C(C)(C)[C@H]1OC2=C(CN(C1)C(NC1=CC=C(C=C1)OC)=O)C=CC(=C2)C(=O)OC methyl (R)-2-isopropyl-4-((4-methoxyphenyl)carbamoyl)-2,3,4,5-tetrahydrobenzo[f][1,4]oxazepine-8-carboxylate